CC1=NOC(=C1C1=CC=C2C=3N(C(COC31)C3=CC=CC=C3)C(=N2)N2CC(CC2)O)C 1-[7-(3,5-dimethylisoxazol-4-yl)-4-phenyl-4,5-dihydroimidazo[1,5,4-de][1,4]benzoxazin-2-yl]pyrrolidin-3-ol